N1CCC(CC1)C1=CC=C(OC2C(NC(CC2)=O)=O)C=C1 3-[4-(4-piperidyl)phenoxy]piperidine-2,6-dione